FC(C1=CC=CC(=N1)NC(=O)C=1C(=CC=2N(C1)C=C(N2)C2CCC(CC2)CN2CCC(CC2)C2=CC=C(C=C2)NC2C(NC(CC2)=O)=O)OC(C)C)F N-[6-(difluoromethyl)-2-pyridinyl]-2-[4-[[4-[4-[(2,6-dioxo-3-piperidinyl)amino]phenyl]-1-piperidinyl]methyl]cyclohexyl]-7-isopropoxy-imidazo[1,2-a]pyridine-6-carboxamide